C(CC)NC(CCCCCCCCCCCCC(=O)NCC(=O)O)=O 14-propylamino-14-oxomyristamidoacetic acid